Naphthylacetylamine C1(=CC=CC2=CC=CC=C12)CC(=O)N